methyl-(5-chloro-4-(3-(4-fluoro-2-(trifluoromethyl)benzoyl)-5,6-dihydroimidazo[1,2-a]pyrazin-7(8H)-yl)-6-oxopyridazin-1(6H)-yl)L-valine CN([C@@H](C(C)C)C(=O)O)N1N=CC(=C(C1=O)Cl)N1CC=2N(CC1)C(=CN2)C(C2=C(C=C(C=C2)F)C(F)(F)F)=O